OC1=NC2=CC=C(C=C2N=C1C)C(C)N1C[C@@H](NC[C@H]1C)C (2s,5r)-4-(1-(2-hydroxy-3-methylquinoxalin-6-yl)ethyl)-2,5-dimethylpiperazine